tert-Butyl (S)-2-((S)-2-((S)-4-amino-5-(tert-butoxy)-5-oxopentanamido)-6-diazo-5-oxohexanamido)-6-diazo-5-oxohexanoate N[C@@H](CCC(=O)N[C@H](C(=O)N[C@H](C(=O)OC(C)(C)C)CCC(C=[N+]=[N-])=O)CCC(C=[N+]=[N-])=O)C(=O)OC(C)(C)C